tert-butyl (R)-3-(4-(3-cyanoisoxazol-5-yl)-N-(8-methylisoquinolin-1-yl)piperidine-1-carboxamido)-piperidine-1-carboxylate C(#N)C1=NOC(=C1)C1CCN(CC1)C(=O)N(C1=NC=CC2=CC=CC(=C12)C)[C@H]1CN(CCC1)C(=O)OC(C)(C)C